Benzyl N-[(1R,3R)-3-(5-allyl-8-amino-1-bromo-imidazo[1,5-a]pyrazin-3-yl)cyclohexyl]carbamate C(C=C)C1=CN=C(C=2N1C(=NC2Br)[C@H]2C[C@@H](CCC2)NC(OCC2=CC=CC=C2)=O)N